C(C1=CC=CC=C1)OC(=O)N1C=CC=2C(CCCC12)=O 4-oxo-4,5,6,7-tetrahydro-1H-indole-1-carboxylic acid benzyl ester